ClC1=C(C=CC(=C1)Cl)C[C@@H](C[C@@H]([C@@H](C(C)(C)C)O)N1N=CNC1=S)C 2-[(2S,4S,5R)-1-(2,4-dichlorophenyl)-5-hydroxy-2,6,6-trimethylheptan-4-yl]-2,4-dihydro-3H-1,2,4-triazol-3-thione